O.FC1(CC(C1)C1=CC=C(C=C1)C1=CC=C(C=C1)OC1=C(N=NN1)C(=O)[O-])F.[Na+].C(C)O[Si](CC(C)C1=CC=CC=C1)(OCC)OCC triethoxy(2-phenylpropyl)silane sodium 5-((4'-(3,3-difluorocyclobutyl)-[1,1'-biphenyl]-4-yl)oxy)-1H-1,2,3-triazole-4-carboxylate monohydrate